2-(4-Benzylpiperidin-1-yl)-N-(4-fluorobenzyl)acetamide C(C1=CC=CC=C1)C1CCN(CC1)CC(=O)NCC1=CC=C(C=C1)F